4,5-difluoro-2-methoxyaniline FC1=CC(=C(N)C=C1F)OC